N[C@@H]1CN(CC1)C1=C(C=NC(=C1C1=CC(=CC(=C1)F)F)C(F)(F)F)C(=O)N[C@H](C(F)(F)F)C 4-[(3S)-3-aminopyrrolidin-1-yl]-5-(3,5-difluorophenyl)-6-(trifluoromethyl)-N-[(2S)-1,1,1-trifluoropropan-2-yl]pyridine-3-carboxamide